C(C1=CC=CC=C1)OCOCO (benzyloxymethoxy)-methanol